4-(phosphonooxy)pyrrolidin P(=O)(O)(O)OC1CCNC1